1,1,1-tris(hydroxymethyl)hexane tert-butyl-6-(1-benzyl-1H-pyrazol-4-yl)-2,6-diazaspiro[3.3]heptane-2-carboxylate C(C)(C)(C)OC(=O)N1CC2(C1)CN(C2)C=2C=NN(C2)CC2=CC=CC=C2.OCC(CCCCC)(CO)CO